C(C=C)C1CN(CCC1(F)F)C1=NC(=CC(=N1)NC(=O)C=1C(=CC(=C(C1)F)Cl)C1=CC=C(C=C1)C=C)C N-(2-(3-allyl-4,4-difluoropiperidin-1-yl)-6-methylpyrimidin-4-yl)-5-chloro-4-fluoro-4'-vinyl-[1,1'-biphenyl]-2-carboxamide